CCCCCC(=O)C=1C=C2C(=CNC2=CC1)C1CCN(CC1)C(C)CC 5-(2-ethyl)butanoyl-3-(1-(sec-butyl)piperidin-4-yl)-1H-indole